(R)-5-guanidinopentane N(C(=N)N)CCCCC